N-benzoyl-3'-O-formyl-5'-O-tertiary butyl-dimethylsilyl-2'-deoxycytidine C(C1=CC=CC=C1)(=O)NC1=NC(N([C@H]2C[C@H](OC=O)[C@@H](CO[Si](C)(C)C(C)(C)C)O2)C=C1)=O